CC1=NOC(=C1\N=N\C1=CC=C(C=C1)OCCCCCCCCC)C (E)-3,5-dimethyl-4-((4-(nonyloxy)phenyl)diazenyl)isoxazole